CCCCCCCCCCCCCCCCCCCC(=O)O The molecule is a C20 striaght-chain saturated fatty acid which forms a minor constituent of peanut (L. arachis) and corn oils. Used as an organic thin film in the production of liquid crystals for a wide variety of technical applications. It has a role as a plant metabolite. It is a straight-chain saturated fatty acid and a long-chain fatty acid. It is a conjugate acid of an icosanoate.